C1=CC=CC=2C3=CC=CC=C3N(C12)C1=C(C=CC=C1)C1=NC(=CC(=N1)N1C2=CC=CC=C2C=2C=CC=CC12)N1C2=CC=CC=C2C=2C=CC=CC12 9,9'-(2-(2-(9H-carbazol-9-yl)phenyl)pyrimidine-4,6-diyl)bis(9H-carbazole)